CC1(C(C(=CC=C1)OC)(C(=O)O)C)C(=O)O 1,2-dimethyl-3-methoxybenzene-1,2-dicarboxylic acid